8-(4-(methoxy)phenyl)-N-(3-(4-cyanomethylpiperazin-1-yl)phenyl)quinazolin-2-amine COC1=CC=C(C=C1)C=1C=CC=C2C=NC(=NC12)NC1=CC(=CC=C1)N1CCN(CC1)CC#N